2-(4-fluoro-3-(trifluoromethyl)phenyl)-4,7-dimethoxy-1H-benzo[d]imidazole FC1=C(C=C(C=C1)C1=NC2=C(N1)C(=CC=C2OC)OC)C(F)(F)F